1-(9Z,12Z-heptadecadienoyl)-2-(9Z,12Z,15Z-octadecatrienoyl)-glycero-3-phosphocholine CCCC/C=C\C/C=C\CCCCCCCC(=O)OC[C@H](COP(=O)([O-])OCC[N+](C)(C)C)OC(=O)CCCCCCC/C=C\C/C=C\C/C=C\CC